3-fluoro-N-(methylsulfamoyl)pyridin-2-amine FC=1C(=NC=CC1)NS(NC)(=O)=O